C(=O)(OC(C)(C)C)N1CCC2(CC1)C(C1=CC(=CC=C1C2)C(=O)O)=O 1'-(Boc)-1-oxo-1,3-dihydro-spiro[indene-2,4'-piperidine]-6-Carboxylic acid